NC=1C=CC(=C2CN(C(C12)=O)CC(=C)C(N)=O)C=1C=C(C(=O)NCCSC)C=CC1 3-[7-amino-2-(2-carbamoyl-2-methylideneethyl)-1-oxo-2,3-dihydro-1H-isoindol-4-yl]-N-[2-(methylsulfanyl)ethyl]benzamide